2-iodo-1-trityl-1H-imidazole IC=1N(C=CN1)C(C1=CC=CC=C1)(C1=CC=CC=C1)C1=CC=CC=C1